6-Chloro-N-[1-[(4-methoxyphenyl)methyl]-5-[5-(trifluoromethoxy)-1H-benzimidazol-2-yl]pyrazol-3-yl]pyridine-3-carboxamide ClC1=CC=C(C=N1)C(=O)NC1=NN(C(=C1)C1=NC2=C(N1)C=CC(=C2)OC(F)(F)F)CC2=CC=C(C=C2)OC